C(C([2H])([2H])[2H])([2H])([2H])NC(=O)C1=NN(C2=CC(=CC=C12)C=1C=NC(=C(C1)C(=O)OC([2H])([2H])[2H])OC([2H])([2H])[2H])C(=O)OC(C)(C)C tert-butyl 3-((ethyl-d5) carbamoyl)-6-(6-(methoxy-d3)-5-((methoxy-d3) carbonyl) pyridin-3-yl)-1H-indazole-1-carboxylate